ammonium allylnonylphenol C(C=C)CCCCCCCCCC1=C(C=CC=C1)O.[NH4+]